7-chloro-8-fluoro-5-methoxy-2-(methylthio)-4-(2-(trimethylsilyl)ethoxy)pyrido[4,3-d]pyrimidine ClC1=C(C=2N=C(N=C(C2C(=N1)OC)OCC[Si](C)(C)C)SC)F